C(C)(C)(C)C=1C=C(C=C(C1O)C(C)(C)C)CCC(=O)OCCNC(=O)C(=O)NCCOC(CCC1=CC(=C(C(=C1)C(C)(C)C)O)C(C)(C)C)=O N,N'-bis{2-[3-(3,5-di-tert-butyl-4-hydroxyphenyl)propionyloxyl]ethyl}Oxamide